3-(1-pivaloyl-1H-indol-3-yl)propanoic acid C(C(C)(C)C)(=O)N1C=C(C2=CC=CC=C12)CCC(=O)O